Butylene Glycol MonoisoButyl ether acetate C(C)(=O)OCCCCOCC(C)C